phenoxypentanoic Acid O(C1=CC=CC=C1)C(C(=O)O)CCC